CN(C[C-]1C=CC=C1)C.[CH-]1C=CC=C1.[Fe+2] N,N-dimethylferrocenemethylamine